(S)-2-(5-(2-(dimethylamino)ethyl)-2,3-dioxo-3,4-dihydropyrazin-1(2H)-yl)-4-methylpentanoic acid CN(CCC=1NC(C(N(C1)[C@H](C(=O)O)CC(C)C)=O)=O)C